NCCNCCC[Si](OC)(OC)C gamma-(beta-aminoethyl)aminopropyl-methyldimethoxysilane